O=C1NC(=NO1)CC[C@@H]1CNCCO1 (R)-2-(2-(5-oxo-4,5-dihydro-1,2,4-oxadiazol-3-yl)ethyl)morpholine